BrC=1C=C(C=CC1N1CC(NCC1)(C)C)C=1C(=C(C(=O)N)C=CC1)NC1=CC=CC=C1 (3-bromo-4-(3,3-dimethylpiperazin-1-yl)phenyl)-2-(anilino)benzamide